N1C(=NC2=C1C=CC=C2)N[C@@H](CNC(COC)=O)C2=CC(=CC=C2)C(F)(F)F N-[(2R)-2-[(1H-1,3-benzodiazol-2-yl)amino]-2-[3-(trifluoromethyl)phenyl]ethyl]-2-methoxyacetamide